BrC1=CC=C(C=C1)C1=CC=CC2=C1SC1=C2C=CC=C1C1=CC=CC=C1 4-(4-bromophenyl)-6-phenyldibenzo[b,d]thiophene